C(C)(C)C1=C(C(=C(N=N1)C(=O)O)C(=O)O)C(C)C.CN1CCCC2=C3C(=CC=C12)NC(=C3)C=O (6-methyl-6,7,8,9-tetrahydro-3H-pyrrolo[3,2-f]quinolin-2-yl)methanone diisopropyl-3,4-pyridazinedicarboxylate